1-(7-(4-cyanophenyl)-6-(p-tolyl)pyrrolo[1,2-a]pyrazin-1-yl)piperidine C(#N)C1=CC=C(C=C1)C=1C=C2N(C=CN=C2N2CCCCC2)C1C1=CC=C(C=C1)C